[Cl-].[Cl-].[Ti+2].CC(C)(C)NC(=O)[SiH](C)C N-(1,1-dimethylethyl)dimethylsilanecarboxamide titanium dichloride